C(C)OC(=O)C=1C=NN2C1N=C(C=C2)C=O 5-formylpyrazolo[1,5-a]pyrimidine-3-carboxylic acid ethyl ester